C(C)(C)OC1=NC=2N(C=C1C(=O)NC=1C(N(C=CC1)[C@@H]1[C@@H](C1)F)=O)C=C(N2)C2CCNCC2 7-isopropoxy-N-[2-oxo-1-[(1S,2R)-2-fluorocyclopropyl]-3-pyridyl]-2-(4-piperidyl)imidazo[1,2-a]pyrimidine-6-carboxamide